BrC=1C(=CC(=C(C(=O)O)C1)OC)Cl 5-Bromo-4-chloro-2-methoxybenzoic acid